1-(4-((4-((2-fluoro-4-((2-(thiazol-2-ylamino)pyridin-4-yl)oxy)phenyl)amino)-7-methoxyquinazolin-6-yl)amino)piperidin-1-yl)prop-2-en-1-one FC1=C(C=CC(=C1)OC1=CC(=NC=C1)NC=1SC=CN1)NC1=NC=NC2=CC(=C(C=C12)NC1CCN(CC1)C(C=C)=O)OC